(E)-1H-imidazole-4-carboxylic acid N1C=NC(=C1)C(=O)O